(3S)-2-Benzyl-5-propyl-1,1-dioxo-1,2,5-thiadiazolidine-3-carboxylic acid C(C1=CC=CC=C1)N1S(N(C[C@H]1C(=O)O)CCC)(=O)=O